2-hydroxy-3-acetamido-4-phenylcarbonyl-butyric acid OC(C(=O)O)C(CC(=O)C1=CC=CC=C1)NC(C)=O